FC1=C(C(=CC(=C1)OC[C@H](C)N1C[C@@H](CC1)C)F)[C@H]1N([C@@H](CC2=C1NC1=CC=CC=C21)C)CC(C)(C)F (1R,3R)-1-[2,6-difluoro-4-[(2S)-2-[(3R)-3-methylpyrrolidin-1-yl]propoxy]phenyl]-2-(2-fluoro-2-methyl-propyl)-3-methyl-1,3,4,9-tetrahydropyrido[3,4-b]indole